CC1=C(C(=NC=C1)C1=C2C(=NC=C1)C=CS2)C(=O)N2CCNCC2 7-(4-methyl-3-(piperazine-1-carbonyl)pyridin-2-yl)thieno[3,2-b]pyridin